Tert-butyl 3-(2-bromoacetyl)azetidine-1-carboxylate BrCC(=O)C1CN(C1)C(=O)OC(C)(C)C